(1r,2S,5S)-N-((S)-1-amino-1-oxo-3-((S)-2-oxopyrrolidin-3-yl)propan-2-yl)-3-((S)-2-(cyclopropanecarboxamido)-3,3-dimethylbutyryl)-6,6-dimethyl-3-azabicyclo[3.1.0]hexane-2-carboxamide NC([C@H](C[C@H]1C(NCC1)=O)NC(=O)[C@@H]1[C@H]2C([C@H]2CN1C([C@H](C(C)(C)C)NC(=O)C1CC1)=O)(C)C)=O